2-cyclopentyl-1-(2-(trifluoromethyl)phenyl)-1H-imidazole-4-carbonyl chloride C1(CCCC1)C=1N(C=C(N1)C(=O)Cl)C1=C(C=CC=C1)C(F)(F)F